(2S,5R)-3-(3-amino-5-fluorophenylethyl)-2-(1-(4-bromophenyl)-3-(4-fluorophenyl)-1H-pyrazol-4-yl)-5-methyl-oxazolidin-4-one NC=1C=C(C=C(C1)F)CCN1[C@@H](O[C@@H](C1=O)C)C=1C(=NN(C1)C1=CC=C(C=C1)Br)C1=CC=C(C=C1)F